4-benzyl-N-(3-bromophenyl)-1,2,3-thiadiazole-5-carboxamide C(C1=CC=CC=C1)C=1N=NSC1C(=O)NC1=CC(=CC=C1)Br